CN(C1=CC=C(C(=O)NC2CCC(CC2)NC2=CC(=NC3=CC=C(C=C23)NC)C(F)(F)F)C=C1)C 4-(dimethyl-amino)-N-[(1s,4s)-4-{[6-(methylamino)-2-(trifluoromethyl)quinolin-4-yl]amino}cyclohexyl]benzamide